4-amino-N-(cyclopropylmethyl)-N-((6-(4-morpholinyl)-3-pyridazinyl)methyl)-1,3-dihydrofuro[3,4-c]quinoline-8-carboxamide NC1=NC=2C=CC(=CC2C2=C1COC2)C(=O)N(CC=2N=NC(=CC2)N2CCOCC2)CC2CC2